C(C=C)(=O)N1CC2(C1)CCN(CC2)C([C@@H](CC=C(Cl)Cl)C2=CC(=CC=C2)C(F)(F)F)=O (S)-1-(2-acryloyl-2,7-diazaspiro[3.5]nonan-7-yl)-5,5-dichloro-2-(3-(trifluoromethyl)phenyl)pent-4-en-1-one